2-chloro-3-{5-[(5-chlorothiophen-2-yl)methoxy]-4-fluoro-3-[5-hydroxy-1-(pyrrolidine-1-carbonyl)pyrrolidin-3-yl]-1H-pyrazole-1-carbonyl}benzoic acid ClC1=C(C(=O)O)C=CC=C1C(=O)N1N=C(C(=C1OCC=1SC(=CC1)Cl)F)C1CN(C(C1)O)C(=O)N1CCCC1